ClC=1C(=NC(=NC1)C=1C(=NC=NC1OC)C1CC1)SC 5-chloro-2-(4-cyclopropyl-6-methoxy-pyrimidin-5-yl)-4-methylsulfanyl-pyrimidine